2-chloro-5-fluoro-3-(3-fluoro-1H-pyrazol-4-yl)benzoic acid ClC1=C(C(=O)O)C=C(C=C1C=1C(=NNC1)F)F